C(C)(C)(C)OC(CC(=O)C)=O tert-Butyl-acetoacetat